CNS(=O)(=O)C1=CC(=C(C=C1)NCC12CCC(CC1)(CC2)C(F)(F)F)C=2N=CN(C2)C N-Methyl-3-(1-methylimidazol-4-yl)-4-[[4-(trifluoromethyl)-1-bicyclo[2.2.2]octanyl]methylamino]benzenesulfonamide